C(CCCCCCC)CC(C)=O octylacetone